4-(5-chloro-2-vinylpyrimidin-4-yl)-1H-indazole-1-carboxylic acid benzyl ester C(C1=CC=CC=C1)OC(=O)N1N=CC2=C(C=CC=C12)C1=NC(=NC=C1Cl)C=C